C1CCC2=C(C=3CCCC3C=C12)NC(=O)N=S(=O)(N)C=1C=NN2C1OCC[C@@H](C2)NC (7S)-N'-((1,2,3,5,6,7-hexahydro-s-indacen-4-yl)carbamoyl)-7-(methylamino)-5,6,7,8-tetrahydropyrazolo[5,1-b][1,3]oxazepine-3-sulfonimidamide